CC(CCCCO)CCCC 5-methyl-1-nonanol